Cl.CN(C)CCCl dimethylaminoethyl chloride HCl salt